N-(3-((5-(5-(difluoromethyl)pyridin-3-yl)-2-((1-methyl-1H-pyrazol-4-yl)amino)pyrimidin-4-yl)amino)phenyl)acrylamide trifluoroacetate FC(C(=O)O)(F)F.FC(C=1C=C(C=NC1)C=1C(=NC(=NC1)NC=1C=NN(C1)C)NC=1C=C(C=CC1)NC(C=C)=O)F